undecan-6-yl (tert-butoxycarbonyl)glycinate C(C)(C)(C)OC(=O)NCC(=O)OC(CCCCC)CCCCC